ethyldithiozinc carbamate iron diethyl-dithiocarbamate magnesium diethyl-dithiocarbamate C(C)N(C([S-])=S)CC.[Mg+2].C(C)N(C([S-])=S)CC.[Fe+2].C(N)([O-])=O.C(C)SS[Zn+]